F[C@@H]1CN(CC1)C(=O)[C@H]1C[C@H](CC=2N1C(N(N2)CC=2C=NC(=CC2)C(F)(F)F)=O)C |&1:8,10| (5RS,7RS)-5-{[(3S)-3-Fluoropyrrolidin-1-yl]carbonyl}-7-methyl-2-{[6-(trifluoromethyl)pyridin-3-yl]methyl}-5,6,7,8-tetrahydro[1,2,4]triazolo[4,3-a]pyridin-3(2H)-on